CC(COC1=NC=CC=C1C)(C)N 2-Methyl-1-((3-methylpyridin-2-yl)oxy)propan-2-amine